C(=O)O.ClC=1C=C(C=CC1C(=O)N1CCN(CC1)C(C[C@H]1CNCC1)=O)NC(=O)C=1N(C(=CN1)C1=C(C(=C(C=C1)OC)F)F)C N-[3-chloro-4-[4-[2-[(3S)-pyrrolidin-3-yl]acetyl]piperazine-1-carbonyl]phenyl]-5-(2,3-difluoro-4-methoxy-phenyl)-1-methyl-imidazole-2-carboxamide formate